CN1C(N(C(NC1=O)=O)C1=CC(=C(C=C1)OC1=CC=C(C=C1)SC(F)(F)F)C)=O 1-methyl-3-(3-methyl-4-{4-[(trifluoromethyl)sulfanyl]phenoxy}phenyl)-1,3,5-triazine-2,4,6-trione